{[4-[(4-Pyridin-4-ylpiperidin-1-yl)methyl]phenyl]oxy}[1,3]thiazolo[4,5-c]pyridine N1=CC=C(C=C1)C1CCN(CC1)CC1=CC=C(C=C1)OC=1SC2=C(C=NC=C2)N1